FCCCNCC1=CC=C(C=C1)OC 3-fluoro-N-(4-methoxybenzyl)propan-1-amine